C(C)O/C=C/C1=C2C(C(=NN(C2=CC=C1)C1=CC=C(C=C1)OC(F)(F)F)C(=O)OCC)=O ethyl 5-[(E)-2-ethoxyvinyl]-4-oxo-1-[4-(trifluoromethoxy)phenyl]cinnoline-3-carboxylate